C(CCCCC)OCC1=CC(O)=C(OC)C=C1 isovanillyl hexyl ether